6-(tetrahydro-2H-pyran-2-yl)-6H-thieno[2,3-e]Indazole O1C(CCCC1)N1N=CC2=C3C(=CC=C12)C=CS3